COC1=CC=C(C(=O)N2CC3=CC=CC(=C3CC2)C(CC(=O)O)C2=CC=C(C=C2)S(=O)(=O)C)C=C1 3-(2-(4-methoxybenzoyl)-1,2,3,4-tetrahydroisoquinolin-5-yl)-3-(4-methanesulfonylphenyl)propanoic acid